2-[4-(ethoxycarbonyl)-1H-pyrazol-1-yl]acetic acid C(C)OC(=O)C=1C=NN(C1)CC(=O)O